O=CCNC(=O)C1=NC(=NC=C1Br)SC N-(2-oxoethyl)-2-methylthio-5-bromopyrimidine-4-formamide